((2S,4r)-4-((ethylamino)methyl)-4-hydroxytetrahydrofuran-2-yl)((S)-1-(4-fluorophenyl)-3,4-dihydroisoquinolin-2(1H)-yl)methanone C(C)NC[C@@]1(C[C@H](OC1)C(=O)N1[C@H](C2=CC=CC=C2CC1)C1=CC=C(C=C1)F)O